3-((7-(5-chloro-1-((4-hydroxypiperidin-4-yl)methyl)-1H-indol-7-yl)thieno[3,2-b]pyridin-2-yl)methyl)-6,6-dimethyl-3-azabicyclo[3.1.0]hexane-2,4-dione ClC=1C=C2C=CN(C2=C(C1)C1=C2C(=NC=C1)C=C(S2)CN2C(C1C(C1C2=O)(C)C)=O)CC2(CCNCC2)O